NC1=NC=CC(=C1)C=1C=CC=2N=CN=C(C2N1)N1CC(N(CC1)C1=C(C=CC=C1)F)=O 4-(6-(2-aminopyridin-4-yl)pyrido[3,2-d]pyrimidin-4-yl)-1-(2-fluorophenyl)piperazin-2-one